(7R,14R)-1-(difluoromethoxy)-11-[2-(tetrahydro-2H-pyran-4-yl)pyrimidin-5-yl]-6,7-dihydro-7,14-methanobenzimidazo[1,2-b][2,5]benzodiazocin-5(14H)-one FC(OC1=CC=CC=2C(N[C@H]3C=4N([C@@H](C21)C3)C3=C(N4)C=CC(=C3)C=3C=NC(=NC3)C3CCOCC3)=O)F